ClC=1C=C2C3=C(NC2=C(C1)C1=C(C=C(C=C1OC)OC)OC)C(=NC=C3)C 6-Chloro-1-methyl-8-(2,4,6-trimethoxy-phenyl)-9H-pyrido[3,4-b]indole